FC1=C(C=CC(=C1)F)C1=C(C=2N(C(=N1)N)C=NN2)C2=CC(=NC=C2)C 7-(2,4-difluorophenyl)-8-(2-methylpyridin-4-yl)-[1,2,4]triazolo[4,3-c]pyrimidin-5-amine